5-methoxy-pyrimidin-4-amine COC=1C(=NC=NC1)N